2-hydroxybenzothiazole OC=1SC2=C(N1)C=CC=C2